C1=CC=CC=2C3=CC=CC=C3C(C12)COC(=O)N(N(C)CC=1N(C2=CC=C(C=C2C1)NC(CCN=[N+]=[N-])=O)CCC(=O)O)C 3-(2-((2-(((9H-fluoren-9-yl)methoxy)carbonyl)-1,2-dimethylhydrazino)methyl)-5-(3-azidopropionamido)-1H-indol-1-yl)propionic acid